C(C(C)C)C=1OC(=CC1C(=O)O)C1=CC=2N(C=C1)N=CC2C=2C(=NN(C2C)C)C 2-isobutyl-5-[3-(1,3,5-trimethylpyrazol-4-yl)pyrazolo[1,5-a]pyridin-5-yl]furan-3-carboxylic acid